3-(FURFURYLAMINOCARBONYL)PHENYLBORONIC ACID C(C1=CC=CO1)NC(=O)C=1C=C(C=CC1)B(O)O